Bis((S)-4-isobutyl-4,5-dihydrooxazol-2-yl)methane C(C(C)C)[C@@H]1N=C(OC1)CC=1OC[C@@H](N1)CC(C)C